FC1=C(C=2C(=NSN2)C(=C1F)C=1SC=CC1)C=1SC=CC1 5,6-difluoro-4,7-di(thiophen-2-yl)benzo[c][1,2,5]-thiadiazole